2-(3,5-bis-trifluoromethyl-phenyl)-N-[4-(4-fluoro-2-methyl-phenyl)-1-methyl-1H-pyrazolo[3,4-b]-pyridin-5-yl]-N-methyl-isobutyramide FC(C=1C=C(C=C(C1)C(F)(F)F)C(C(=O)N(C)C=1C(=C2C(=NC1)N(N=C2)C)C2=C(C=C(C=C2)F)C)(C)C)(F)F